(S)-1-(2,4-difluoro-6-hydroxybenzyl)-3,4-dimethyl-2-oxo-N-(2,4,6-trifluorobenzyl)-1,2,3,4-tetrahydroquinazoline-7-carboxamide FC1=C(CN2C(N([C@H](C3=CC=C(C=C23)C(=O)NCC2=C(C=C(C=C2F)F)F)C)C)=O)C(=CC(=C1)F)O